C(CCCCCCCC\C=C\C)O trans-10-dodecen-1-ol